Nitrogen phosphate kalium [K+].P(=O)([O-])([O-])[O-].[N+3]